6-chloro-N-[5-(2,2-difluoroethoxy)-4,6-dimethoxy-pyrimidin-2-yl]-7-oxazol-2-yl-1H-indole-3-sulfonamide ClC1=CC=C2C(=CNC2=C1C=1OC=CN1)S(=O)(=O)NC1=NC(=C(C(=N1)OC)OCC(F)F)OC